tert-Butyl 2-(3-acetyl-5-(imidazo[1,2-a]pyrimidin-3-yl)-1H-indazol-1-yl)acetate C(C)(=O)C1=NN(C2=CC=C(C=C12)C1=CN=C2N1C=CC=N2)CC(=O)OC(C)(C)C